4-(2-trimethylsilylethynyl)phenol C[Si](C#CC1=CC=C(C=C1)O)(C)C